CCCCCCCCC(CCCCCCCC)OC(CCCCCCCN(CCCCCCC(C(=O)OCCCCC)C(=O)OCCCCC)CCCNC1=C(C(C1=O)=O)NC)=O 1,3-dipentyl 2-(6-{[8-(heptadecan-9-yloxy)-8-oxooctyl](3-{[2-(methylamino)-3,4-dioxocyclobut-1-en-1-yl]amino}propyl)amino}hexyl)propanedioate